NC1=NNC2=C(C=C(C=C12)C1=CC(=NC=C1)NC(CC(C)C)=O)C#CC(C)(C)C N-(4-(3-amino-7-(3,3-dimethylbut-1-yn-1-yl)-1H-indazol-5-yl)pyridin-2-yl)-3-methylbutanamide